C(C1=CC=CC=C1)OC=1C=C(C=CC1)[Mg]Br (3-(benzyloxy)phenyl)magnesium bromide